(2S)-N-benzyl-2-(3-(dimethyl-amino)-2,5-dioxopyrrolidin-1-yl)propanamide succinate C(CCC(=O)O)(=O)O.C(C1=CC=CC=C1)NC([C@H](C)N1C(C(CC1=O)N(C)C)=O)=O